N-[3-[(4-chlorophenyl)sulfonyl]-3-(2,5-difluorophenyl)cyclobutyl]-1,1,1-trifluoro-N-methylmethanesulfonamide ClC1=CC=C(C=C1)S(=O)(=O)C1(CC(C1)N(S(=O)(=O)C(F)(F)F)C)C1=C(C=CC(=C1)F)F